nitroso-uracil N(=O)C=1C(NC(NC1)=O)=O